[Si](C)(C)(C(C)(C)C)OCC=1C(=CC(=NC1)F)NC(OC1=CC=CC=C1)=O phenyl (5-(((tert-butyldimethylsilyl)oxy)methyl)-2-fluoropyridin-4-yl)carbamate